NC1=NC=C(C(=N1)C1=C(C=C(C=C1)OC)O)C1=CC=C(C=C1)Cl 2-[2-amino-5-(4-chlorophenyl)pyrimidin-4-yl]-5-methoxyphenol